1,4,10,13-tetraoxa-7,16-diazacyclooctadecane O1CCOCCNCCOCCOCCNCC1